9,10-dioxo-9,10-dihydroanthracene-2,6-diyl bis(4-(2-((4-azidophenyl) thio) ethyl) benzoate) N(=[N+]=[N-])C1=CC=C(C=C1)SCCC1=CC=C(C(=O)OC2=CC=3C(C4=CC=C(C=C4C(C3C=C2)=O)OC(C2=CC=C(C=C2)CCSC2=CC=C(C=C2)N=[N+]=[N-])=O)=O)C=C1